1-(3-methylbutyl)-2,3,4,5-tetramethylbenzene CC(CCC1=C(C(=C(C(=C1)C)C)C)C)C